C(#N)C=1N=C[N-]C1C#N.C(C)N1C=[N+](C=C1)C 1-Ethyl-3-methylimidazolium 4,5-dicyanoimidazolate